3-(1-oxo-5-(4-((3-phenoxyazetidin-1-yl)methyl)pyridin-2-yl)isoindolin-2-yl)piperidine-2,6-dione O=C1N(CC2=CC(=CC=C12)C1=NC=CC(=C1)CN1CC(C1)OC1=CC=CC=C1)C1C(NC(CC1)=O)=O